hypofluorite compound with fluorine [F].FO